(1-(3-Methoxypropyl)azetidin-3-yl)((1S,5R)-8-(4-(trifluoromethyl)phenyl)-1,3,4,5-tetrahydro-2H-1,5-methanobenzo[c]azepin-2-yl)methanone COCCCN1CC(C1)C(=O)N1[C@@H]2C3=C([C@H](CC1)C2)C=CC(=C3)C3=CC=C(C=C3)C(F)(F)F